(S)-1-((1-(dimethylamino)cyclopropyl)ethynyl)-4-((1-fluorocyclopropyl)methyl)-N-(1-methylcyclopropyl)-5-oxo-1,2,4,5-tetrahydroimidazo[1,2-a]quinazoline-7-sulfonamide CN(C1(CC1)C#C[C@H]1CN=C2N1C1=CC=C(C=C1C(N2CC2(CC2)F)=O)S(=O)(=O)NC2(CC2)C)C